4-(6-Biphenyl-2-ylmethyl-4-cyano-3-hydroxy-pyridin-2-yl)-4-oxo-butyric acid ethyl ester C(C)OC(CCC(=O)C1=NC(=CC(=C1O)C#N)CC1=C(C=CC=C1)C1=CC=CC=C1)=O